2-cyanoethyl-N,N,N',N'-tetra(isopropyl)-phosphorodiamidite C(#N)CCOP(N(C(C)C)C(C)C)N(C(C)C)C(C)C